COC=1C=CC(=C(C#N)C1)NC=1C=C2C(=NNC2=CC1)C1=CC=NC=C1 5-methoxy-2-[[3-(4-pyridyl)-1H-indazol-5-yl]amino]benzonitrile